methyl (3S,6S,10aR,Z)-6-(1,3-dioxoisoindolin-2-yl)-5-oxo-1,2,3,5,6,7,10,10a-octahydropyrrolo[1,2-a]azocine-3-carboxylate O=C1N(C(C2=CC=CC=C12)=O)[C@H]1C\C=C/C[C@@H]2N(C1=O)[C@@H](CC2)C(=O)OC